FC=1C=C(C2=C(C=CCC(N2)=O)C1)F 7,9-difluoro-2,3-dihydro-1H-1-benzazepin-2-one